The molecule is a member of the class of chromenes that is 2H-1-benzopyran substituted by methyl groups at positions 2 and 2, an ethyl group at position 4, a hydroxy group at position 7 and a 4-methoxyphenyl group at position 3 respectively. It is a member of chromenes, a monomethoxybenzene and a member of phenols. CCC1=C(C(OC2=C1C=CC(=C2)O)(C)C)C3=CC=C(C=C3)OC